ClC=1C=NN2C1N=C(N=C2NC2=CC=C(C=C2)C(=O)N2CCOCC2)C2=C(C=CC=C2F)F (4-((8-chloro-2-(2,6-difluorophenyl)pyrazolo[1,5-a][1,3,5]triazin-4-yl)amino)phenyl)(morpholino)methanone